1,1'-(4-(5-Fluorobenzo[b]thiophen-3-yl)-2,6-dimethyl-1,4-dihydropyridin-3,5-diyl)bis(ethan-1-on) FC1=CC2=C(SC=C2C2C(=C(NC(=C2C(C)=O)C)C)C(C)=O)C=C1